ClC=1C=CC(=C(\C=N\NC(=O)C=2N=C3N(C=CC=C3)C2)C1)F (E)-N'-(5-chloro-2-fluorobenzylidene)imidazo[1,2-a]pyridine-2-carbohydrazide